C1(=CC(=CC=C1)C1=C(C(=O)N)C=CC(=C1)N)C1=C(C(=O)N)C=CC(=C1)N (1,3-phenylene)bis(4-aminobenzamide)